O1B(OB(OB1[C@H](CC(C)C)NC(CNC(C1=C(C=CC(=C1)Cl)Cl)=O)=O)[C@H](CC(C)C)NC(CNC(C1=C(C=CC(=C1)Cl)Cl)=O)=O)[C@H](CC(C)C)NC(CNC(C1=C(C=CC(=C1)Cl)Cl)=O)=O N,N',N''-{boroxin-2,4,6-triyltris[[(1R)-3-methylbutane-1,1-diyl]imino(2-oxoethane-2,1-diyl)]}tris(2,5-dichlorobenzamide)